(2S,6R)-4-(7-chloro-8-((3-hydroxy-2-(pyridin-4-yl)propyl)thio)-2-oxo-6-(trifluoromethyl)-1,2-dihydroquinazolin-4-yl)-2,6-dimethylpiperazine-1-carboxylic acid tert-butyl ester C(C)(C)(C)OC(=O)N1[C@H](CN(C[C@H]1C)C1=NC(NC2=C(C(=C(C=C12)C(F)(F)F)Cl)SCC(CO)C1=CC=NC=C1)=O)C